2,2-difluoro-3,3-bis(4-fluorophenyl)-1-phenylpropan-1-one FC(C(=O)C1=CC=CC=C1)(C(C1=CC=C(C=C1)F)C1=CC=C(C=C1)F)F